2-chloro-5'-O-t-butyldimethylsilyl-2'-deoxyadenosine ClC=1N=C(C=2N=CN([C@H]3C[C@H](O)[C@@H](CO[Si](C)(C)C(C)(C)C)O3)C2N1)N